tert-butyl (S)-2-(aminooxy)-3-(4-bromo-3-fluorophenoxy)-2-methylpropanoate NO[C@](C(=O)OC(C)(C)C)(COC1=CC(=C(C=C1)Br)F)C